2-(2-Chloropyrimidin-4-yl)-1-(2-fluoro-3-iodophenyl)ethan-1-one ClC1=NC=CC(=N1)CC(=O)C1=C(C(=CC=C1)I)F